ClC1=CC=C(C=C1)C1=NN(C[C@H]1C1=CC=CC=C1)/C(/NCCS(N(C)C)(=O)=O)=N/S(=O)(=O)C1=CC=C(C=C1)Cl (R,E)-3-(4-chlorophenyl)-N'-((4-chlorophenyl)sulfonyl)-N-(2-(N,N-dimethylsulfamoyl)ethyl)-4-phenyl-4,5-dihydro-1H-pyrazole-1-carboximidamide